C1=CC=CC=2C3=CC=CC(=C3C3(C12)C1=CC=CC=C1C=1C=CC=CC13)N 9,9'-spirobi[fluorene]-8-amine